(2S)-4-tert-butoxycarbonyl-6,6-dimethylmorpholine-2-carboxylic acid C(C)(C)(C)OC(=O)N1C[C@H](OC(C1)(C)C)C(=O)O